phenyl Sulfurofluoridate S(OC1=CC=CC=C1)(=O)(=O)F